undec-10-en-1-yl methanesulfonate (undecenyl methanesulfonate) C(=CCCCCCCCCC)CS(=O)(=O)O.CS(=O)(=O)OCCCCCCCCCC=C